C(CC)N(C=1SC2=C(N1)C=CC1=CC=CC=C12)CCC N,N-dipropylnaphtho[2,1-d]thiazol-2-amine